bisstearoyl thiodipropionate S(CCC(=O)OC(CCCCCCCCCCCCCCCCC)=O)CCC(=O)OC(CCCCCCCCCCCCCCCCC)=O